benzyl 4-[4-(2-tert-butoxy-2-oxo-ethyl)-4-hydroxy-1-piperidyl]indoline-1-carboxylate C(C)(C)(C)OC(CC1(CCN(CC1)C1=C2CCN(C2=CC=C1)C(=O)OCC1=CC=CC=C1)O)=O